CC1=C2CCC(NC2=CC=C1)=O 5-Methyl-3,4-dihydro-quinolin-2(1H)-one